N1(CCNCCC1)CCS(=O)(=O)C1=CC=C(C=C1)S(=O)(=O)C1=CC=C(S1)CNC(OCCCC)=O butyl ((5-((4-((2-(1,4-diazepan-1-yl)ethyl)sulfonyl)phenyl)sulfonyl)thiophen-2-yl)methyl)carbamate